BrC1=C(C=C(C=C1)CN(C)C)C 1-(4-bromo-3-methyl-phenyl)-N,N-dimethyl-methanamine